Iodododecane ICCCCCCCCCCCC